C(C=C)OC1=CC=C(C(=C1[C@H](N[S@@](=O)C(C)(C)C)C1CCNCC1)Cl)Cl (S)-N-((R)-(6-(allyloxy)-2,3-dichlorophenyl)(piperidin-4-yl)methyl)-2-methylpropane-2-sulfinamide